8-(4-chlorobutyl)-6-fluoro-4-carbonyl-1,4-dihydroquinoline-2-carboxylic acid methyl ester COC(=O)C=1NC2=C(C=C(C=C2C(C1)=C=O)F)CCCCCl